3-propyl-1-nonene C(CC)C(C=C)CCCCCC